BrC1=CC=C(C=C1)C1(CN(C1)C(=O)N1C[C@@H]2[C@@H](OCC(N2)=O)CC1)C (4aR,8aS)-6-(3-(4-Bromophenyl)-3-methylazetidin-1-carbonyl)hexahydro-2H-pyrido[4,3-b][1,4]oxazin-3(4H)-on